2-cyclopropyl-5-(1,4-dimethyl-1H-1,2,3-triazol-5-yl)-1H-benzo[d]imidazol-7-amine C1(CC1)C1=NC2=C(N1)C(=CC(=C2)C2=C(N=NN2C)C)N